(2R,5R)-1-{2-[6-(2-Chlorophenoxy)-3,3-dimethyl-1H,2H,3H-pyrrolo[3,2-c]pyridin-1-yl]-2-oxoethyl}-N,N,5-trimethylpiperazine-2-carboxamide dihydrochloride Cl.Cl.ClC1=C(OC2=CC3=C(C=N2)C(CN3C(CN3[C@H](CN[C@@H](C3)C)C(=O)N(C)C)=O)(C)C)C=CC=C1